isopropyl ((S)-(((2S,3R,4S,5R)-5-(2-amino-6-(methylamino)-9H-purin-9-yl)-4-chloro-2,4-difluoro-3-hydroxytetrahydrofuran-2-yl)methoxy)(phenoxy)phosphoryl)-L-alaninate NC1=NC(=C2N=CN(C2=N1)[C@H]1[C@@]([C@@H]([C@@](O1)(F)CO[P@](=O)(OC1=CC=CC=C1)N[C@@H](C)C(=O)OC(C)C)O)(F)Cl)NC